methyl 3-(piperidin-4-yl)-1H-pyrrolo[2,3-b]pyridine-5-carboxylate hydrochloride Cl.N1CCC(CC1)C1=CNC2=NC=C(C=C21)C(=O)OC